(S)-3-(8-(chroman-8-yl)quinolin-5-yl)-2-(2,6-difluoro-4-((4-(2-fluoropyridin-4-yl)phenyl)sulfonylamino)benzoylamino)propionic acid O1CCCC2=CC=CC(=C12)C=1C=CC(=C2C=CC=NC12)C[C@@H](C(=O)O)NC(C1=C(C=C(C=C1F)NS(=O)(=O)C1=CC=C(C=C1)C1=CC(=NC=C1)F)F)=O